FC(S(=O)(=O)OC1=C(C(=CC=C1)F)C(C)C)(F)F fluoro-2-(propan-2-yl)phenyl trifluoromethanesulfonate